C1(CCCCC1)C1=CC=CC(=N1)N 6-cyclohexyl-pyridin-2-amine